(2-(4-(2-(6-Methylpyridin-2-yl)-6,7-dihydro-5H-pyrrolo[1,2-a]imidazol-3-yl)pyridin-2-yl)-4,6-dihydropyrrolo[3,4-d]imidazol-5(1H)-yl)(morpholin-4-yl)ketone CC1=CC=CC(=N1)C=1N=C2N(C1C1=CC(=NC=C1)C1=NC3=C(N1)CN(C3)C3N(CCOC3)C(=O)N3C(COCC3)N3CC=1NC(=NC1C3)C3=NC=CC(=C3)C3=C(N=C1N3CCC1)C1=NC(=CC=C1)C)CCC2